N-methacryloyloxyethyl-N,N,N-trimethylammonium chloride [Cl-].C(C(=C)C)(=O)OCC[N+](C)(C)C